N-ethyl-N'-(3-diethylaminopropyl)carbodiimide hydrochloride Cl.C(C)N=C=NCCCN(CC)CC